C(C)C=1C(=C(C(=O)[O-])C=CC1)O ethyl-hydroxybenzoate